C(C)C=1N=C2N(C=C(C=C2)N2CCS(CC2)(=O)=O)C1N(C)C=1SC=C(N1)C1=CC=C(C=C1)Cl 4-(2-ethyl-3-((4-(4-chlorophenyl)thiazol-2-yl)(methyl)amino)imidazo[1,2-a]pyridin-6-yl)-thiomorpholine-1,1-dioxide